Cl.Cl.C1=NC=CC=2C(=CC=CC12)S(=O)(=O)N1CCNCC1 1-(5-isoquinolinesulfonyl)piperazine, dihydrochloride